(1R,2R,5S)-8-(tert-butoxycarbonyl)-2-methyl-3-methyl-8-azabicyclo[3.2.1]octane-2-carboxylic acid C(C)(C)(C)OC(=O)N1[C@H]2[C@@](C(C[C@@H]1CC2)C)(C(=O)O)C